FC1(CCN(CC1)C(=O)C1=C(C=C(C=C1)C=1N(C(=CN1)C)COCC[Si](C)(C)C)C1=NN(C=C1)C(C)C)F (4,4-difluoro-1-piperidyl)-[2-(1-isopropylpyrazol-3-yl)-4-[5-methyl-1-(2-trimethylsilylethoxymethyl)imidazol-2-yl]phenyl]methanone